C(C)(=O)C1=C(C2=C(N=C(N=C2)NC2=NC=C(C=C2)C2CCN(CC2)C2CCC(CC2)CO)N(C1=O)C1CCCC1)C 6-acetyl-8-cyclopentyl-2-[[5-[1-[4-(hydroxymethyl)cyclohexyl]-4-piperidyl]-2-pyridyl]amino]-5-methyl-pyrido[2,3-d]pyrimidin-7-one